((2S,5R)-5-((N,N-Dimethylsulfamoyl)amino)tetrahydro-2H-pyran-2-yl)methyl 4-methylbenzenesulfonate CC1=CC=C(C=C1)S(=O)(=O)OC[C@H]1OC[C@@H](CC1)NS(N(C)C)(=O)=O